5-Fluoro-N-(hept-4-yl)-4-[4-methyl-5-oxo-3-(prop-2-yl)-4,5-dihydro-1H-1,2,4-triazol-1-yl]-2-[(2S)-pent-2-yloxy]benzamide FC=1C(=CC(=C(C(=O)NC(CCC)CCC)C1)O[C@@H](C)CCC)N1N=C(N(C1=O)C)C(C)C